ClC(C(=C)C1=CC=C(C=C1)C)(F)F 1-(3-chloro-3,3-difluoroprop-1-en-2-yl)-4-methylbenzene